C(C)(C)C1=C(NC2=CC=C(C=C12)C1CCNCC1)C1=C2C=CC=NC2=C(C=C1)C#N 5-(3-isopropyl-5-(piperidin-4-yl)-1H-indol-2-yl)quinoline-8-carbonitrile